1-(3-((1-(cyclopentylmethyl)-6-((5-methylthiazol-2-yl)amino)-1H-pyrrolo[3,2-c]pyridin-4-yl)oxy)piperidin-1-yl)prop-2-en-1-one C1(CCCC1)CN1C=CC=2C(=NC(=CC21)NC=2SC(=CN2)C)OC2CN(CCC2)C(C=C)=O